tert-Butyl (3-cyano-7-fluoro-4-(5-fluoro-3-(3-hydroxy-4-(isopropyl(methyl)amino) pyrrolidin-1-yl)-7,9-dihydrofuro[3,4-f]quinazolin-6-yl)thieno[3,2-c]pyridin-2-yl)carbamate C(#N)C1=C(SC2=C1C(=NC=C2F)C=2C1=C(C=3C=NC(=NC3C2F)N2CC(C(C2)N(C)C(C)C)O)COC1)NC(OC(C)(C)C)=O